CC1=NOC(=C1C=1C=C(C=CC1OC[C@@H]1NCCCC1)NC(CC=1C=NSC1)=O)C (R)-N-(3-(3,5-dimethylisoxazol-4-yl)-4-(piperidin-2-ylmethoxy)phenyl)-2-(isothiazol-4-yl)acetamide